4-(5-(6-Fluoro-1H-indol-2-yl)pyridin-2-yl)morpholine FC1=CC=C2C=C(NC2=C1)C=1C=CC(=NC1)N1CCOCC1